C(CCCC)C1=C(C(=O)ONCCO)C=CC(=C1)OCCCCCCCCC ((2-hydroxyethyl) amino) pentyl-4-nonoxybenzoate